ClC=1C=2C(N=C3N(C2C=CC1)C1=CC=C(C=C1C3(C)C)C3CCN(CC3)CC3CCC(CC3)NC=3C=C1C(N(C(C1=CC3)=O)C3C(NC(CC3)=O)=O)=O)=O 5-(((1s,4s)-4-((4-(4-chloro-7,7-dimethyl-5-oxo-5,7-dihydroindolo[1,2-a]quinazolin-9-yl)piperidin-1-yl)methyl)cyclohexyl)amino)-2-(2,6-dioxopiperidin-3-yl)isoindoline-1,3-dione